ClC1=CC=C(C(=C1)C1=C(C=C(C=C1)C(N[C@H](CCC)C1=CC=CC=C1)=O)C#N)C(=O)NC1=C(C=CC(=C1)OC)NC(OC(C)(C)C)=O tert-butyl (R)-(2-(5-chloro-2'-cyano-4'-((1-phenylbutyl)carbamoyl)-[1,1'-biphenyl]-2-carboxamido)-4-methoxyphenyl)carbamate